C1(CC1)C1=CC=C(C=C1)C1=CC(=CC=C1)N(C1=NC=2N(C3=C1C=CC(=N3)C)C=NN2)C N-(4'-cyclopropyl-[1,1'-biphenyl]-3-yl)-N,2-dimethylpyrido[3,2-e][1,2,4]triazolo[4,3-a]pyrimidin-5-amine